CC1(C(C1)CO)C (2,2-dimethyl-cyclopropyl)-methanol